5-methoxy-4-({6-[(1r,2s)-5'-methoxy-2'-oxo-1',2'-dihydrospiro[cyclopropan-1,3'-indol]-2-yl]-1H-indazol-3-yl}amino)-6-(morpholin-4-yl)pyrimidine-2-carbonitrile COC=1C(=NC(=NC1N1CCOCC1)C#N)NC1=NNC2=CC(=CC=C12)[C@@H]1C[C@@]12C(NC1=CC=C(C=C21)OC)=O